C(#N)CC(=O)N1C[C@@H](N(C[C@H]1C)C=1C2=C(N=CN1)N(CC21CCC1)C=1C=C(C#N)C=CN1)C 2-(4'-((2S,5R)-4-(2-cyanoacetyl)-2,5-dimethylpiperazin-1-yl)spiro[cyclobutane-1,5'-pyrrolo[2,3-d]pyrimidin]-7'(6'H)-yl)isonicotinonitrile